ClC=1C(N(C(=CC1OC([2H])([2H])C1=NC=C(C=C1F)F)C)C1=CC(=NC=C1C)C=1N=C(SC1)C(C)(C)O)=O 3-chloro-4-((3,5-difluoropyridin-2-yl)methoxy-d2)-2'-(2-(2-Hydroxypropan-2-yl)thiazol-4-yl)-5',6-dimethyl-2H-[1,4'-bipyridyl]-2-one